OC(=O)C(F)(F)F.C1NC[C@H]2[C@@H]1CC(C2)CCC=2C=C1C(=CNC1=CC2)NC(C)=O N-(5-(2-((3aR,5r,6aS)-octahydrocyclopenta[c]pyrrol-5-yl)ethyl)-1H-indol-3-yl)acetamide TFA salt